ClC=1C=C(C=C(C1)N)N 5-Chlorobenzene-1,3-diamine